ClC=1C=C(C(=O)NC2=C(C(=NS2)C)C(=O)N[C@@H](C)C2=C(C=CC=C2)F)C=C(C1O)Cl (S)-5-(3,5-dichloro-4-hydroxybenzamido)-N-(1-(2-fluorophenyl)ethyl)-3-methylisothiazole-4-carboxamide